Tert-butyl-((3R,5R)-1-(2-(1-(cyclopropylmethyl)-1H-indol-2-yl)-3-methylbenzofuran-6-carbonyl)-5-fluoropiperidin-3-yl) carbamate C(N)(O[C@H]1C(N(C[C@@H](C1)F)C(=O)C1=CC2=C(C(=C(O2)C=2N(C3=CC=CC=C3C2)CC2CC2)C)C=C1)C(C)(C)C)=O